3-(((2s,4r)-2-phenylpiperidin-4-yl)amino)thietane 1,1-dioxide hydrochloride Cl.C1(=CC=CC=C1)[C@H]1NCC[C@H](C1)NC1CS(C1)(=O)=O